(4-((5-(2-chloropyridin-4-yl)-4-fluoro-2-methylphenyl)sulfonyl)piperazin-1-yl)ethan-1-ol ClC1=NC=CC(=C1)C=1C(=CC(=C(C1)S(=O)(=O)N1CCN(CC1)C(C)O)C)F